CN(C)CC1CC(C1)C1=CC2=C(N=C(S2)CNC(OC(C)(C)C)=O)C=C1 tert-butyl ((6-((1r,3r)-3-((dimethylamino)methyl)cyclobutyl)benzo[d]thiazol-2-yl)methyl)carbamate